benzotriazole-4-sulfonic acid N1N=NC2=C1C=CC=C2S(=O)(=O)O